Cl.Cl.FC(O[C@@H]1C[C@@H](CC1)N)(F)F (1R,3S)-3-(trifluoromethoxy)cyclopentan-1-amine hydrochloride HCl